C1CC[C@@]2([C@H]3CC[C@@H]([C@H]12)C3)C(=O)OCC (3aS,4S,7R,7aS)-ethyl octahydro-1H-4,7-methanoindene-3a-carboxylate